(tri(o-tolyl)phosphine) palladium (0) [Pd].C1(=C(C=CC=C1)P(C1=C(C=CC=C1)C)C1=C(C=CC=C1)C)C